N1(N=NN=C1)C1=NNC=C1C(=O)N1CCC2(C(C2)CNC(=O)C2=CC=3C(=CN=CC3)O2)CC1 N-[[6-[3-(tetrazol-1-yl)-1H-pyrazole-4-carbonyl]-6-azaspiro[2.5]octan-2-yl]methyl]furo[2,3-c]pyridine-2-carboxamide